BrC=1C=C(C=2N(C1)C=C(N2)C(=O)OCC)F ethyl 6-bromo-8-fluoroimidazo[1,2-a]pyridine-2-carboxylate